4-phenethyloxazolidin-2-one C(CC1=CC=CC=C1)C1NC(OC1)=O